NC1=C(C(=O)O)C(=CC=C1)O 2-amino-6-hydroxybenzoic acid